COC1=NC=CC(=C1)C1=C(C=C(C=C1)C)NC(=O)N=[S@](=O)(N)C=1C=NN2C1OCCC2 (R)-N'-((2-(2-methoxypyridin-4-yl)-5-methylphenyl)carbamoyl)-6,7-dihydro-5H-pyrazolo[5,1-b][1,3]oxazine-3-sulfonimidamide